CC=1C=C(C=C(C1N1CCN(CC1)C)C)C=1C=C2C(=NC1)NC=C2C#CC(C)(C)OCC(C)O 1-((4-(5-(3,5-dimethyl-4-(4-methylpiperazin-1-yl)phenyl)-1H-pyrrolo[2,3-b]pyridin-3-yl)-2-methylbut-3-yn-2-yl)oxy)propan-2-ol